N[C@H](C(=O)O)CC1CSSC1 (S)-2-amino-3-(1,2-dithiolan-4-yl)propionic acid